NCCOCCOC(C(=O)NC=1C=C(C(=O)NC=2SC(=CN2)[N+](=O)[O-])C=CC1)C 3-(2-(2-(2-aminoethoxy)ethoxy)propionylamino)-N-(5-nitrothiazol-2-yl)benzamide